(3S,4S)-tert-butyl 3-fluoro-4-((4-(5-(2-hydroxypropan-2-yl)-6-methoxypyrazolo[1,5-a]pyrimidin-3-yl)pyrimidin-2-yl)amino)pyrrolidine-1-carboxylate F[C@H]1CN(C[C@@H]1NC1=NC=CC(=N1)C=1C=NN2C1N=C(C(=C2)OC)C(C)(C)O)C(=O)OC(C)(C)C